3-[(3-chloro-2-methoxyphenyl)carbamothioyl]-2-oxo-5,6-dihydropyridine-1-carboxylate ClC=1C(=C(C=CC1)NC(=S)C=1C(N(CCC1)C(=O)[O-])=O)OC